C(C)(C)(C)OC(=O)N1CCC(=CC1)C=1C=2N(C=C(C1)Br)N=CC2C#N 4-(6-Bromo-3-cyanopyrazolo[1,5-a]pyridin-4-yl)-3,6-dihydropyridine-1(2H)-carboxylic acid tert-butyl ester